C(C)(C)(C)OC(=O)N1C(OCC1C1=CC(=C(C=C1)Br)F)(C)C 4-(4-bromo-3-fluorophenyl)-2,2-dimethyloxazolidine-3-carboxylic acid tert-butyl ester